C1(CC1)C=1N=NN(C1)[C@H](C(=O)N1[C@@H](C[C@H](C1)O)C(=O)NCCS(NC1=CC(=C(C=C1)C)F)(=O)=O)C(C)(C)C (2S,4R)-1-[(2S)-2-(4-cyclopropyltriazol-1-yl)-3,3-dimethyl-butanoyl]-N-[2-[(3-fluoro-4-methyl-phenyl)sulfamoyl]ethyl]-4-hydroxy-pyrrolidine-2-carboxamide